FC(C1=CC=CC(=N1)NC(=O)C=1C(=CC=2N(C1)C=C(N2)C2CCN(CC2)CC(F)=C2CCN(CC2)C(=O)OC(C)(C)C)OC(C)C)F tert-butyl 4-(2-(4-(6-((6-(difluoromethyl)pyridin-2-yl)carbamoyl)-7-isopropoxyimidazo[1,2-a]pyridin-2-yl)piperidin-1-yl)-1-fluoroethylidene)piperidine-1-carboxylate